2-((S)-1-(1-(3-isopropyl-1,2,4-oxadiazol-5-yl)piperidin-4-yl)ethoxy)-5-(2-(methylsulfinyl)pyrimidin-5-yl)thiazolo[5,4-b]pyridin C(C)(C)C1=NOC(=N1)N1CCC(CC1)[C@H](C)OC=1SC2=NC(=CC=C2N1)C=1C=NC(=NC1)S(=O)C